isotridecyl propionate C(CC)(=O)OCCCCCCCCCCC(C)C